FC1=C(C=O)C=C(C=N1)B1OC(C(O1)(C)C)(C)C 2-fluoro-5-(4,4,5,5-tetra-methyl-1,3,2-dioxaborolan-2-yl)nicotinaldehyde